α-methylstyrene-maleic anhydride C/C=1/C(=O)OC(\C1\C=CC1=CC=CC=C1)=O